OC1[C@@H]([C@H]([C@H](CO1)OC(CCC1=CNC2=CC=CC=C12)=O)OC(CCC1=CNC2=CC=CC=C12)=O)OC(CCC1=CNC2=CC=CC=C12)=O [(3S,4S,5R)-6-hydroxy-4,5-bis[3-(1H-indol-3-yl)propanoyloxy]tetrahydropyran-3-yl]3-(1H-indol-3-yl)propanoate